n-butoxytitanium C(CCC)O[Ti]